5-(3-amino-2-fluorobenzyl)-3,4-difluoro-2-((2-fluoro-4-iodophenyl)amino)-N-(prop-2-yn-1-yloxy)benzamide NC=1C(=C(CC=2C(=C(C(=C(C(=O)NOCC#C)C2)NC2=C(C=C(C=C2)I)F)F)F)C=CC1)F